3-bromo-4-chloro-1-(3-chloro-2-pyridyl)-1H-pyrazole-5-formic acid BrC1=NN(C(=C1Cl)C(=O)O)C1=NC=CC=C1Cl